C(C1=CC=CC=C1)OC(=O)N1CC(C1)CN(CCC1=CC=C(C=C1)F)C(=O)OC(C)(C)C benzyl-3-{[(tert-butoxycarbonyl) [2-(4-fluorophenyl)ethyl]amino]methyl}azetidine-1-carboxylate